C(=O)C1CC[C@H](N1C(=O)OC(C)(C)C)C(=O)OC(C)(C)C Di-tert-butyl (2S)-5-formylpyrrolidine-1,2-dicarboxylate